C(C1=CC=CC=C1)N1N=NC(=C1)C(C(=O)OCC)O ethyl (1-benzyl-1H-1,2,3-triazol-4-yl)(hydroxy)acetate